octyl-1,1-bis(3,4-dimethylphenyl)ethane C(CCCCCCC)C(C)(C1=CC(=C(C=C1)C)C)C1=CC(=C(C=C1)C)C